C(C#C)OC1=CC=C(C=C1)[C@](N(C1=CC=CC=C1)C1=CC=CC=C1)(CC1=CC=CC=C1)C(=O)O 4-propargyloxyphenylphenylphenylphenylalanine